(4-chlorophenyl)-N-methyl-4-(p-tolyl)picolinamide ClC1=CC=C(C=C1)C=1C(=NC=CC1C1=CC=C(C=C1)C)C(=O)NC